5-chloro-N-[(1S)-3-(methylamino)-2,3-dioxo-1-[[(3S)-2-oxopyrrolidin-3-yl]methyl]propyl]-2-[[1-(trifluoromethyl)cyclopropane-carbonyl]amino]benzamide ClC=1C=CC(=C(C(=O)N[C@H](C(C(=O)NC)=O)C[C@H]2C(NCC2)=O)C1)NC(=O)C1(CC1)C(F)(F)F